2-(4-cyclopropyloxy-6-iodo-1-oxophthalazin-2-yl)-N-(5-fluoropyrimidin-2-yl)acetamide C1(CC1)OC1=NN(C(C2=CC=C(C=C12)I)=O)CC(=O)NC1=NC=C(C=N1)F